N-[2-chloro-6-(difluoromethoxy)-3-[(1-methyltetrazol-5-yl)carbamoyl]phenyl]tetrahydropyran-4-carboxamide ClC1=C(C(=CC=C1C(NC1=NN=NN1C)=O)OC(F)F)NC(=O)C1CCOCC1